4-(((1-methyl-1H-pyrazol-4-yl)methyl)amino)-2-((1-methyl-1H-pyrazol-4-yl)amino)pyrimidin-5-carboxamide CN1N=CC(=C1)CNC1=NC(=NC=C1C(=O)N)NC=1C=NN(C1)C